4-methyl-phenyl mercaptan sodium salt [Na].CC1=CC=C(C=C1)S